C(C)C=1N(C(=CN1)C1=CC=NC=C1)C1=CC=C(OC=C2NC3=CC=CC=C3C=C2)C=C1 2-((4-(2-ethyl-5-(pyridin-4-yl)-1H-imidazol-1-yl)phenoxy)methylyl)quinoline